C1CCC2=CC(=CC=C12)NC(\C=C\C1=CC(=CC=C1)OC(F)(F)F)=O (E)-N-(2,3-Dihydro-1H-inden-5-yl)-3-[3-(trifluoromethoxy)phenyl]acrylamide